2-{6-[(3S)-3-(propan-2-yl)piperazin-1-yl]pyridazin-3-yl}-5-(1H-pyrazol-4-yl)pyridin-3-ol dihydrochloride Cl.Cl.CC(C)[C@H]1CN(CCN1)C1=CC=C(N=N1)C1=NC=C(C=C1O)C=1C=NNC1